C(C)N(CC(C=O)(C)C)CC 3-DIETHYLAMINO-2,2-DIMETHYL-PROPIONALDEHYDE